6-Chloro-4-(chloromethyl)-8-oxa-3,5-diazatricyclo[7.4.0.02,7]trideca-1(9),2(7),3,5,10,12-hexaene ClC1=NC(=NC=2C=3C=CC=CC3OC12)CCl